C(C)(C)(C)[SiH2]NC(O)=O.[SiH3]NC(OC(C)(C)C)=O Tert-butyl silylcarbamate (tert-butyl silylcarbamate)